[Co].[Na].[Na] disodium cobalt salt